CNC(C(=O)O)CC(=O)C.CC(C(=O)O)(CC(=O)C)N methyl-aminolevulinic acid (methylaminolevulinate)